S1C(SCCC1)C=1C=C2C(=CN(C2=CC1)C)N 5-(1,3-dithian-2-yl)-1-methylindole-3-amine